NC1=C2C(=NC=N1)N(N=C2C2=CC=C(C=C2)CNC(=O)C2=CC=CC=1N=COC12)C1CCCC1 N-[[4-(4-amino-1-cyclopentyl-pyrazolo[3,4-d]pyrimidin-3-yl)phenyl]methyl]-1,3-benzoxazole-7-carboxamide